CCC(CCCCCCCC)C(=O)O Undecane-3-carboxylic acid